(S)-N-((R)-(4-chloro-3-(trifluoromethyl)phenyl)(4-chlorophenyl)methyl)-5-oxo-pyrrolidine-3-carboxamide ClC1=C(C=C(C=C1)[C@H](NC(=O)[C@@H]1CNC(C1)=O)C1=CC=C(C=C1)Cl)C(F)(F)F